CS(=O)(=O)OCCC#CC=1C=C2C(=NC=NN2C1)C1=CC(=C(C=C1)CNC(=O)C1=NOC(=N1)C(C)(C)C)C 4-[4-[4-[[(5-tert-butyl-1,2,4-oxadiazole-3-carbonyl)amino] methyl]-3-methyl-phenyl]pyrrolo[2,1-f][1,2,4]triazin-6-yl]but-3-ynyl methanesulfonate